COC=1C(=C2C=CNC2=C(C1)C)CN1[C@@H](CN(CC1)C=1N=NC=CC1)C1=CC=C(C(=O)O)C=C1 (R)-4-(1-((5-methoxy-7-methyl-1H-indol-4-yl)methyl)-4-(pyridazin-3-yl)piperazin-2-yl)benzoic acid